3-(pyridine-4-yl)-6-((4,7,7-trimethyl-3-carbonyl-bicyclo[2.2.1]hept-2-ylidene)methyl)-2H-benzopyran-2-one N1=CC=C(C=C1)C=1C(OC2=C(C1)C=C(C=C2)C=C2C1CCC(C2=C=O)(C1(C)C)C)=O